FC1=CC(=C(C=C1)[C@@H](C)N)OC (R)-1-(4-fluoro-2-methoxyphenyl)ethylamine